[1-methylethylidene]bis(4,1-phenyleneoxy-4,2-quinazolinediyl)bis(N,N-diethylbenzenamine) CC(C)(C1=CC=C(C=C1)OC1=NC(=NC2=CC=CC=C12)C1=C(C=CC=C1)N(CC)CC)C1=CC=C(C=C1)OC1=NC(=NC2=CC=CC=C12)C1=C(C=CC=C1)N(CC)CC